Bis(3-aminopropyl)diethyl-tin NCCC[Sn](CC)(CC)CCCN